Ethyl 2-[3-(dimethylamino)-3-oxo-propyl]-6-methyl-3-oxo-pyridazine-4-carboxylate CN(C(CCN1N=C(C=C(C1=O)C(=O)OCC)C)=O)C